BrC=1C=CC=C2C=CC(=NC12)C1(CC1)C 8-bromo-2-(1-methylcyclopropyl)quinoline